FC1=C(C=CC(=N1)C(=O)NC)N1CCN(CC1)CC=1C=NC=2C=C(C(NC2C1)=O)C 6-fluoro-N-methyl-5-(4-((7-methyl-6-oxo-5H-1,5-naphthyridin-3-yl)methyl)piperazine-1-yl)pyridine-2-carboxamide